C1(CCC1)C=1C(=NN(C1NC(OC1CC(C1)(F)F)=O)C)C1=CC(=C(C=C1)F)F 3,3-difluorocyclobutyl (4-cyclobutyl-3-(3,4-difluorophenyl)-1-methyl-1H-pyrazol-5-yl)carbamate